FC=1C=NN(C1)C1=CC=C(C=C1)[C@H](C)N(C1=NC=C(C=C1)[Sn](CCCC)(CCCC)CCCC)C (S)-N-(1-(4-(4-fluoro-1H-pyrazol-1-yl)phenyl)ethyl)-N-methyl-5-(tributylstannyl)pyridin-2-amine